dilignoceryl maleate C(\C=C/C(=O)OCCCCCCCCCCCCCCCCCCCCCCCC)(=O)OCCCCCCCCCCCCCCCCCCCCCCCC